O1N=CNC1=O 5H,4H-1,2,4-oxadiazol-5-one